C(CCC)OC1=CC=C(C=C1)S(=O)(=O)C=1C=NC2=CC=C(C=C2C1N1CCN(CCC1)C)C(=O)NC1C(O[C@@H]([C@H]([C@@H]1O)O)CO)O 3-((4-butoxyphenyl)sulfonyl)-4-(4-methyl-1,4-diazepan-1-yl)-N-((4R,5S,6R)-2,4,5-trihydroxy-6-(hydroxymethyl)tetrahydro-2H-pyran-3-yl)quinoline-6-carboxamide